NC=1C2=C(N=CN1)N(C=C2)C2C=C(C(C2O)O)CCC=2C=C(C=C1CCNCC21)C 5-(4-amino-7H-pyrrolo[2,3-d]pyrimidin-7-yl)-3-(2-(6-methyl-1,2,3,4-tetrahydroisoquinolin-8-yl)ethyl)cyclopent-3-ene-1,2-diol